5,6-Dimethyl-3-nitropyridinecarbonitrile CC=1C=C(C(=NC1C)C#N)[N+](=O)[O-]